N-(3-Chloro-4-fluorophenyl)-4-(5-hydroxy-5-(3-(2-hydroxypropoxy)-1-methyl-1H-pyrazol-5-yl)octahydropentalen-2-yl)-1-methyl-1H-imidazole-5-carboxamide ClC=1C=C(C=CC1F)NC(=O)C1=C(N=CN1C)C1CC2CC(CC2C1)(C1=CC(=NN1C)OCC(C)O)O